(S)-morpholine-2-carboxylic acid N1C[C@H](OCC1)C(=O)O